N1CC[C@@H]([C@]12COCC2)C2=CC=1C(=NC=CC1NC=1C=CC3=C(N=CS3)C1)S2 N-(2-((4S,5R)-7-oxa-1-azaspiro[4.4]nonan-4-yl)thieno[2,3-b]pyridin-4-yl)benzo[d]thiazol-5-amine